3-(1-(adamantan-1-ylmethyl)-1H-pyrazol-4-yl)-7H-pyrrolo[2,3-c]pyridazine-4-carboxylic acid ethyl ester C(C)OC(=O)C=1C2=C(N=NC1C=1C=NN(C1)CC13CC4CC(CC(C1)C4)C3)NC=C2